bis-(dodecyl-dithio)thiadiazole C(CCCCCCCCCCC)SSC1=C(N=NS1)SSCCCCCCCCCCCC